BrC1=CC(=C(OC[C@@](CC(C)C)(C)NC(OC(C)(C)C)=O)C=C1)C1CC1 (S)-tert-butyl (1-(4-bromo-2-cyclopropylphenoxy)-2,4-dimethylpentan-2-yl)carbamate